(2-(4-(3-chlorophenyl)tetrahydro-2H-pyran-4-yl)thiazol-4-yl)methanol ClC=1C=C(C=CC1)C1(CCOCC1)C=1SC=C(N1)CO